2,5-dibromo-3,4-di(2-ethylhexyl)thiophene BrC=1SC(=C(C1CC(CCCC)CC)CC(CCCC)CC)Br